(1s,2s)-2-fluoro-N-(6-(2-fluoro-6-methylphenyl)benzo[d]thiazol-2-yl)cyclopropane-1-carboxamide F[C@@H]1[C@@H](C1)C(=O)NC=1SC2=C(N1)C=CC(=C2)C2=C(C=CC=C2C)F